O=C1C=CC2=C(N=C(N=C2)NC2CCN(CC2)S(=O)(=O)N)N1[C@@H]1C2(CC2)CCC1 (S)-4-((7-oxo-8-(spiro[2.4]heptan-4-yl)-7,8-dihydropyrido[2,3-d]pyrimidin-2-yl)amino)piperidine-1-sulfonamide